5-(1H-pyrazol-4-yl)-N-(3-(pyridin-2-yl)-1-(3-(2,2,2-trifluoroethoxy)cyclobutyl)-1H-pyrazol-4-yl)furan-2-carboxamide formate C(=O)O.N1N=CC(=C1)C1=CC=C(O1)C(=O)NC=1C(=NN(C1)C1CC(C1)OCC(F)(F)F)C1=NC=CC=C1